(6-(hydroxymethyl)pyridin-3-yl)carbamic acid tert-butyl ester C(C)(C)(C)OC(NC=1C=NC(=CC1)CO)=O